S,S-dioxobenzisothiazole O=S1(N=CC2=C1C=CC=C2)=O